ClC1=CC(=C(C=2N1C=NN2)C2=C(C(=CC=C2)Cl)Cl)C 5-chloro-8-(2,3-dichlorophenyl)-7-methyl-[1,2,4]triazolo[4,3-a]pyridine